FC12CC(C1)(C2)CN(C(OC(C)(C)C)=O)CC=2C=CC=1N(C2)C=C(N1)CNC(=O)C=1C(=NC=C(C1)N1CCCC1)F Tert-butyl N-[(3-fluoro-1-bicyclo[1.1.1]pentyl)methyl]-N-[[2-[[(2-fluoro-5-pyrrolidin-1-yl-pyridin-3-carbonyl)amino]methyl]imidazo[1,2-a]pyridin-6-yl]methyl]carbamate